CC(C[C@@H](C(=O)N1C[C@]2(C[C@H]1C#N)C(NC1=CC=CC=C12)=O)N1C(C=2NC3=C(C(=CC(=C3C2CC1)F)F)F)=O)C (3R,5'S)-1'-((S)-4-methyl-2-(5,7,8-trifluoro-1-oxo-1,3,4,9-tetrahydro-2H-pyrido[3,4-b]indol-2-yl)pentanoyl)-2-oxospiro[indole-3,3'-pyrrolidine]-5'-carbonitrile